C1(CC1)S(=O)(=O)N1N=CC(=C1)C1=NC=CC(=N1)NC1=NC=C(C(=C1)NC1CC(CCC1)F)C1=NN(C=C1)C(F)F N2-(2-(1-(Cyclopropylsulfonyl)-1H-pyrazol-4-yl)pyrimidin-4-yl)-5-(1-(difluoromethyl)-1H-pyrazol-3-yl)-N4-(3-fluorocyclohexyl)pyridine-2,4-diamine